2-chloro-3-methoxymethyl-4-methylsulfonylbenzoic acid (1,3-dimethylpyrazol-5-yl) ester CN1N=C(C=C1OC(C1=C(C(=C(C=C1)S(=O)(=O)C)COC)Cl)=O)C